4-(5-(bromodifluoromethyl)-1,2,4-oxadiazol-3-yl)benzamide BrC(C1=NC(=NO1)C1=CC=C(C(=O)N)C=C1)(F)F